CC(CCCNC1CCC(CC1)N)C N-(4-methylpentyl)cyclohexane-1,4-diamine